[Fe].C1(CCCC1)P(C1=CC=CC=C1)C1=CC=CC=C1.C1(CCCC1)P(C1=CC=CC=C1)C1=CC=CC=C1 bis(cyclopentyl-diphenylphosphine) iron (0)